ClC=1C=C(C=CC1)C(C(C)O)=O 1-(3-chlorophenyl)-2-hydroxypropan-1-one